1-(4-((2-(4-chloro-1-isopropyl-1H-pyrazol-5-yl)-5-oxo-6,7-dihydropyrazolo[1,5-a]pyrimidin-4(5H)-yl)methyl)phenyl)-5-methoxy-1H-pyrazole-3-carbonitrile ClC=1C=NN(C1C1=NN2C(N(C(CC2)=O)CC2=CC=C(C=C2)N2N=C(C=C2OC)C#N)=C1)C(C)C